6-Chloro-3-[(1R)-1-(2-cyclopropyl-3,6-dimethyl-4-oxo-chromen-8-yl)ethoxy]pyridine-2-carboxamide ClC1=CC=C(C(=N1)C(=O)N)O[C@H](C)C=1C=C(C=C2C(C(=C(OC12)C1CC1)C)=O)C